FC1(C(N(C1)C=1N=C(C2=C(N1)C(CC2)(F)F)C2=NOC=N2)C)F 3-(2-(3,3-difluoro-2-methylazetidin-1-yl)-7,7-difluoro-6,7-dihydro-5H-cyclopenta[d]pyrimidine-4-yl)-1,2,4-oxadiazole